C(C)(C)(C)C1=CC(=CC=2N(C(=NC21)C)C(C)C)B2OC(C(O2)(C)C)(C)C 4-tert-butyl-1-isopropyl-2-methyl-6-(4,4,5,5-tetramethyl-1,3,2-dioxaborolan-2-yl)-1H-benzo[d]imidazole